CN(C1=CC=C(C=C1)N1C(=NC2=CC(=C(C=C2C1=O)/C=C/C(=O)NO)F)CC)C (E)-3-(3-(4-(dimethylamino)phenyl)-2-ethyl-7-fluoro-4-oxo-3,4-dihydroquinazolin-6-yl)-N-hydroxyacrylamide